NC1=NC=C(C2=C1C(=NN2C2CC2)C2=CC(=C(C=C2)NS(=O)(=O)CC2=C(C=CC=C2)Cl)F)C2=CC[C@@H](CC2)NC2COC2 N-(4-(4-amino-1-cyclopropyl-7-(4(R)-(oxetan-3-ylamino)cyclohex-1-en-1-yl)-1H-pyrazolo[4,3-c]pyridin-3-yl)-2-fluorophenyl)-1-(2-chlorophenyl)methanesulfonamide